(3,5-di-t-butyl-4-hydroxyphenyl)propionic acid isooctyl ester C(CCCCC(C)C)OC(C(C)C1=CC(=C(C(=C1)C(C)(C)C)O)C(C)(C)C)=O